The molecule is a simplest member of the class of chromene in which the heterocyclic pyran ring has a double bond between positions 2 and 3. It is a chromene and an organic heterobicyclic compound. It is a tautomer of a 2H-chromene. C1C=COC2=CC=CC=C21